OCCCCCCCCCCCCOC1CC(NC(C1)(C)C)(C)C 4-((12-hydroxydodecyl)oxy)-2,2,6,6-tetramethylpiperidin